FC=1C=C(OCCC(=O)O)C=C(C1)F 3-(3,5-Difluoro-Phenoxy)-Propionic Acid